(1-methyl-1H-pyrazol-4-yl)-5-nitrofuran-2-carboxamide CN1N=CC(=C1)C1=C(OC(=C1)[N+](=O)[O-])C(=O)N